FC1=CC=C(C=C1)N1C(=C(C2=C1C=C1C=NN(C1=C2)S(=O)(=O)C2=CC=CC=C2)C2=CC=C(C(=O)OCC)C=C2)C2CCOCC2 Ethyl (4-(5-(4-fluorophenyl)-1-(benzenesulfonyl)-6-(tetrahydro-2H-pyran-4-yl)-1,5-dihydropyrrolo[2,3-f]indazol-7-yl) benzoate)